(5-cyclopropylpyridin-2-yl)azetidin-3-ol C1(CC1)C=1C=CC(=NC1)N1CC(C1)O